FC(C=CC(C(F)(F)F)(C(F)(F)F)C(F)(F)F)(F)F 1,1,1,5,5,5-hexafluoro-4,4-bis(trifluoromethyl)-2-pentene